FC(C1=NN(C=C1NC(=O)C=1N=C(SC1)C=1C=NNC1)CCF)F N-[3-(difluoromethyl)-1-(2-fluoroethyl)-1H-pyrazol-4-yl]-2-(1H-pyrazol-4-yl)-1,3-thiazole-4-carboxamide